6-Bromo-8-cyclopentyl-2-[5-(3,5-dimethyl-piperazine-1-carbonyl)-pyridin-2-ylamino]-8H-pyrido[2,3-d]pyrimidin-7-one BrC1=CC2=C(N=C(N=C2)NC2=NC=C(C=C2)C(=O)N2CC(NC(C2)C)C)N(C1=O)C1CCCC1